(1r,4r)-4-((tert-butoxycarbonyl)amino)cyclohexyl methanesulfonate CC(C)(C)OC(=O)NC1CCC(CC1)OS(=O)(=O)C